4-amino-1-((2R,4S,5R)-5-ethynyl-4-hydroxy-5-(hydroxymethyl)tetrahydrofuran-2-yl)pyrimidin NC1=NCN(C=C1)[C@@H]1O[C@@]([C@H](C1)O)(CO)C#C